(tert-Butoxycarbonyl)-N-[5-(2-hydroxyethyl)-3-methoxypyrazin-2-yl]carbamic acid tert-butyl ester C(C)(C)(C)OC(N(C1=NC=C(N=C1OC)CCO)C(=O)OC(C)(C)C)=O